1-(4-fluoro-3-(4-(cyclopropylcarbonyl)piperazine-1-carbonyl)benzyl)quinazoline FC1=C(C=C(CN2CN=CC3=CC=CC=C23)C=C1)C(=O)N1CCN(CC1)C(=O)C1CC1